N1C(=CC=2C1=CN=NC2)C#N pyrrolo[2,3-d]pyridazine-2-carbonitrile